rac-(1R,2R,6R)-2-(benzyloxy)-6-isopropoxycyclohexan-1-ol C(C1=CC=CC=C1)O[C@H]1[C@H]([C@@H](CCC1)OC(C)C)O |r|